NC1=C(C2=C(S1)C(C(CC2)(C2=CC=CC=C2)CC2=CC(=NO2)Br)=O)C(=O)N 2-Amino-6-((3-bromoisoxazol-5-yl)methyl)-7-oxo-6-phenyl-4,5,6,7-tetrahydrobenzo[b]thiophene-3-carboxamide